benzyl 4-(4-(3-chloro-4-(dimethylcarbamoyl)phenyl)-2-oxopyridin-1(2H)-yl)piperidine-1-carboxylate ClC=1C=C(C=CC1C(N(C)C)=O)C1=CC(N(C=C1)C1CCN(CC1)C(=O)OCC1=CC=CC=C1)=O